ClC=1C=NC(=NC1)C1=NN=C(O1)CC(C(=O)NC1=CC=C(C=C1)F)C1=C(C=C(C=C1)C1CC1)C(F)(F)F ((5-(5-chloropyrimidin-2-yl)-1,3,4-oxadiazol-2-yl)methyl)-2-(4-cyclopropyl-2-(trifluoromethyl)phenyl)-N-(4-fluorophenyl)acetamide